C(C)(C)(C)OC(NC1(CCN(CC1)C=1N=NC(=C(N1)N)Br)C)=O N-[1-(5-amino-6-bromo-1,2,4-triazin-3-yl)-4-methylpiperidin-4-yl]carbamic acid tert-butyl ester